3,5-dimethoxy-4-hydroxy-phenylpropenol COC=1C=C(C=C(C1O)OC)C(=CC)O